FC1=CC(=CC2=C1NC(=N2)C2=CC(=NN2CC2=CC=C(C=C2)OC)NC(=O)C=2C=NC(=CC2)N2CC(OCC2)CO)OC N-[5-(7-fluoro-5-methoxy-1H-benzimidazol-2-yl)-1-[(4-methoxyphenyl)methyl]pyrazol-3-yl]-6-[2-(hydroxymethyl)morpholin-4-yl]pyridine-3-carboxamide